FC(C=1C=C(C=CC1F)C1=CN=C2C(=N1)NN=C2)F 6-(3-(difluoromethyl)-4-fluorophenyl)-1H-pyrazolo[3,4-b]pyrazine